FC(COC1=CC=C2C=CC(=CC2=C1)OC1=CC=CN2C1=NS(CC2)(=O)=O)(F)F 9-{[7-(2,2,2-trifluoroethoxy)naphthalen-2-yl]oxy}-3,4-dihydropyrido[2,1-c][1,2,4]thiadiazine 2,2-dioxide